[K].C(CC(=O)OCC)(=O)OCC diethyl malonate potassium salt